N-(3-borono-4-fluorobenzoyl)glycine B(O)(O)C=1C=C(C(=O)NCC(=O)O)C=CC1F